tert-butyl 2,2-dimethyl-3-oxo-2,3-dihydrofuro[2,3-b]pyridin-6-ylcarbamate CC1(C(C=2C(=NC(=CC2)NC(OC(C)(C)C)=O)O1)=O)C